tert-butyl (2-(4-((4-((1-(3,3-difluoro-4-hydroxy-5-(hydroxymethyl)-tetrahydrofuran-2-yl)-2-oxo-1,2-dihydropyrimidin-4-yl) amino)-4-oxobutanamido) methyl)-benzamido) phenyl)-carbamate FC1(C(OC(C1O)CO)N1C(N=C(C=C1)NC(CCC(=O)NCC1=CC=C(C(=O)NC2=C(C=CC=C2)NC(OC(C)(C)C)=O)C=C1)=O)=O)F